CC(C)(CS(=O)(=O)C1=NN=NN1C1=CC=CC=C1)C1=NC=NC=C1 4-(2-methyl-3-((1-phenyl-1H-tetrazol-5-yl)sulfonyl)propan-2-yl)pyrimidine